FC1=CC=C(C=C1)C(CC(C)=O)=O 1-(4-fluorophenyl)-1,3-butanedione